N1=C(C=NC2=CC=CC=C12)C=1C=NN(C1)C1CCN(CC1)C=1C=C(C=CC1)CCN 2-(3-(4-(4-(quinoxalin-2-yl)-1H-pyrazol-1-yl)piperidin-1-yl)phenyl)ethan-1-amine